C(CCCCCCCCCCCCCCCCCCCCCCCCC)(=O)OC([C@@H](N)CO)=O seryl cerotate